C1(CC1)[C@@]1(NC(NC1=O)=O)CNC(=O)C1=NN(N=C1)C1=CC=C(C=C1)OC(F)(F)F N-{[(4R)-4-cyclopropyl-2,5-dioxoimidazolidin-4-yl]methyl}-2-[4-(trifluoromethoxy)phenyl]-2H-1,2,3-triazole-4-carboxamide